C(C)(C)(C)OC(CCC(C1=CC=CC=C1)C1=CC=CC=C1)=O 4,4-diphenyl-butyric acid tert-butyl ester